C(C)(C)(C)C1=CC2=C(C3=CC=CC=C3C(=C2C=C1)OC(=O)CCC)OC(=O)CCC 2-tert-butyl-9,10-bis(n-propylcarbonyloxy)anthracene